O=C1N(CC2(C1)CCN(CC2)C(=O)OC(C)(C)C)C2=NC=C(C=C2)C(F)(F)F tert-butyl 3-oxo-2-(5-(trifluoromethyl)pyridin-2-yl)-2,8-diazaspiro[4.5]decane-8-carboxylate